(Z)-N-(4-((4-chlorophenyl)sulfonyl)phenyl)-2-cyano-3-hydroxy-3-(5-methylisoxazol-4-yl)acrylamide ClC1=CC=C(C=C1)S(=O)(=O)C1=CC=C(C=C1)NC(\C(=C(\C=1C=NOC1C)/O)\C#N)=O